C(C)(C)(C)OC(NC1CCN(CC1)C=1N=CC2=C(N1)N(C=C2)C2CC2)=O (1-(7-cyclopropyl-7H-pyrrolo[2,3-d]pyrimidin-2-yl)piperidin-4-yl)carbamic acid tert-butyl ester